C(=C)C1=CC=C(CC(CC=2N=NNN2)CCCCC=2N=NNN2)C=C1 2-(4-vinylbenzyl)-5,5'-hexamethylenebis(2H-tetrazole)